(2S,5S)-3-(4-aminophenyl-ethyl)-2-(1-(4-bromophenyl)-3-(5-chloropyridin-2-yl)-1H-pyrazol-4-yl)-5-methyl-oxazolidin-4-one NC1=CC=C(C=C1)CCN1[C@@H](O[C@H](C1=O)C)C=1C(=NN(C1)C1=CC=C(C=C1)Br)C1=NC=C(C=C1)Cl